N-(4-((2-(1,1-difluoroethyl)-6-methylpyrimidin-4-yl)amino)-5-(5-(pyrrolidin-1-ylmethyl)pyrazin-2-yl)pyridin-2-yl)acetamide FC(C)(F)C1=NC(=CC(=N1)NC1=CC(=NC=C1C1=NC=C(N=C1)CN1CCCC1)NC(C)=O)C